CN(CCC[C@H](N)C(=O)O)C(N)=N N(5)-Methyl-L-arginine